6-((3S,4S)-4-amino-3-methyl-2-oxa-8-azaspiro[4.5]decan-8-yl)-5-methyl-3-(1-phenylcyclopropyl)-1,5-dihydro-4H-pyrazolo[3,4-d]pyrimidin-4-one N[C@@H]1[C@@H](OCC12CCN(CC2)C=2N(C(C1=C(N2)NN=C1C1(CC1)C1=CC=CC=C1)=O)C)C